C1=CC=C2C=CC=C3C4=C(C=CC=C4C1=C23)C=2C(=C(C(=O)C3=CC=CC=C3)C=CC2)C2=C3C1=CC=CC4=CC=CC(C3=CC=C2)=C41 di(fluoranthene-7-yl)benzophenone